(S)-(4-(difluoromethyl)oxazol-5-yl)(4-(5-fluoro-4-methylbenzo[d]oxazol-2-yl)-6,7-dihydro-1H-imidazo[4,5-c]pyridin-5(4H)-yl)methanone FC(C=1N=COC1C(=O)N1[C@@H](C2=C(CC1)NC=N2)C=2OC1=C(N2)C(=C(C=C1)F)C)F